N-(4-(3-(trifluoromethyl)phenylsulfonyl)benzyl)-1H-pyrazolo[3,4-b]pyridine-5-carboxamide FC(C=1C=C(C=CC1)S(=O)(=O)C1=CC=C(CNC(=O)C=2C=C3C(=NC2)NN=C3)C=C1)(F)F